5-(((S)-1-(2-Chlorophenyl)ethyl)amino)-N-((R,E)-4-(cyclopropylsulfonyl)but-3-en-2-yl)-4-methylpyrimidine-2-carboxamide ClC1=C(C=CC=C1)[C@H](C)NC=1C(=NC(=NC1)C(=O)N[C@H](C)\C=C\S(=O)(=O)C1CC1)C